tert-butyl N-[[3-[(2S)-2-amino-3-[methoxy(methyl)amino]-3-oxo-propoxy]phenyl]methyl]-N-[3-(tert-butoxycarbonylamino)propyl]carbamate N[C@@H](COC=1C=C(C=CC1)CN(C(OC(C)(C)C)=O)CCCNC(=O)OC(C)(C)C)C(=O)N(C)OC